[Au].[Mg] magnesium Gold